4-amino-2-(hydroxymethyl)phenol NC1=CC(=C(C=C1)O)CO